(5-amino-1-{6-[(2,6-difluorophenyl)oxy]-4-methylpyridin-3-yl}pyrazol-4-yl)[7-(oxetan-2-ylmethyl)-6,7,8,9-tetrahydro-3H-pyrrolo[3,2-f]isoquinolin-2-yl]methanone NC1=C(C=NN1C=1C=NC(=CC1C)OC1=C(C=CC=C1F)F)C(=O)C1=CC2=C3CCN(CC3=CC=C2N1)CC1OCC1